(S)-2-(1H-imidazol-4-yl)-1-(3-phenethyl-1,2,4-oxadiazol-5-yl)ethane N1C=NC(=C1)CCC1=NC(=NO1)CCC1=CC=CC=C1